4-O-β-D-mannopyranosyl-(2S,3R)-erythritol [C@@H]1([C@@H](O)[C@@H](O)[C@H](O)[C@H](O1)CO)OC[C@H]([C@H](CO)O)O